osmium lutidine N1=C(C=CC=C1C)C.[Os]